N-(4-methyl-3-(5-methyl-2-(methylamino)-8,9-dihydroimidazo[1',2':1,6]pyrido[2,3-d]pyrimidin-6-yl)phenyl)-4-(trifluoromethyl)pyridineamide CC1=C(C=C(C=C1)NC(=O)C1=NC=CC(=C1)C(F)(F)F)C1=C(C2=C(N=C(N=C2)NC)N2C1=NCC2)C